S1C(=NC=C1)C1=CC(=CC=2N=C(OC21)N2CC1CCC(C2)N1C(=O)OC(C)(C)C)C(C(F)(F)F)O racemic-tert-butyl 3-(7-(thiazol-2-yl)-5-(2,2,2-trifluoro-1-hydroxyethyl)benzo[d]oxazol-2-yl)-3,8-diazabicyclo[3.2.1]octane-8-carboxylate